COC1=CC=C(CNC(=O)C2=CC(=NN2)C2=CC(=C(C(=C2)OC)OC)OC)C=C1 N-(4-methoxybenzyl)-3-(3,4,5-trimethoxyphenyl)-1H-pyrazole-5-carboxamide